4-(4-chloro-2-fluorophenyl)-7-methyl-2-((2s,4r)-2-(2-methyl-4-pyridyl)tetrahydro-2H-pyran-4-yl)pteridine ClC1=CC(=C(C=C1)C1=NC(=NC2=NC(=CN=C12)C)[C@H]1C[C@H](OCC1)C1=CC(=NC=C1)C)F